Cl.COC(C[C@](CCC=C)(CC)N)=O.FC=1C=CC(=C(C1)CC(=O)NC1=CC(=NC=C1)C(=O)NC1(COCC1)CO)O 4-[[2-(5-fluoro-2-hydroxy-phenyl)acetyl]amino]-N-[3-(hydroxymethyl)tetrahydrofuran-3-yl]pyridine-2-carboxamide methyl-(R)-3-amino-3-ethylhept-6-enoate hydrochloride